C[C@@]1(C(NCC1)=O)C(=O)O (R)-3-methyl-2-oxopyrrolidine-3-carboxylic acid